O=C1N(CCC(N1)=O)N1C(C2=CC=C(C=C2C1=O)CN1CCC(=CC1)C1=CN(C2=CC(=CC=C12)F)C)=O 2-(2,4-dioxotetrahydropyrimidin-1(2H)-yl)-5-((4-(6-fluoro-1-methyl-1H-indol-3-yl)-3,6-dihydropyridin-1(2H)-yl)methyl)isoindoline-1,3-dione